OC1=C(C(=O)Cl)C(=CC=C1)O 2,6-dihydroxyl-benzoyl chloride